bis{3,4,6-trichloro-2-[(9-fluorenylmethoxy)carbonyl] phenyl}-Oxalat ClC=1C(=C(C(=CC1Cl)Cl)OC(C(=O)OC1=C(C(=C(C=C1Cl)Cl)Cl)C(=O)OCC1C2=CC=CC=C2C=2C=CC=CC12)=O)C(=O)OCC1C2=CC=CC=C2C=2C=CC=CC12